BrC=1C(=NC(=NC1C(F)(F)F)N)Cl 5-Bromo-4-chloro-6-(trifluoromethyl)pyrimidin-2-amine